6-(5-((2-fluoro-5-(trifluoromethoxy)benzyl)carbamoyl)-4-methylthiophen-2-yl)-N-methyl-1H-indazole-3-carboxamide FC1=C(CNC(=O)C2=C(C=C(S2)C2=CC=C3C(=NNC3=C2)C(=O)NC)C)C=C(C=C1)OC(F)(F)F